N1=CC=C(C2=CC=CC=C12)NCC(=O)N1C(CCC1)C#N N-(4-quinolinyl)-glycyl-(2-cyanopyrrolidine)